O.Cl.CN1CCC(CC1)COC=1C=NC(=NC1)C=1C=C(CN2N=C(C=CC2=O)C=2C=C(C#N)C=CC2)C=CC1 3-(1-{3-[5-(1-methyl-piperidin-4-ylmethoxy)-pyrimidin-2-yl]-benzyl}-6-oxo-1,6-dihydro-pyridazin-3-yl)-benzonitrile hydrochloride hydrate